(S)-tert-butyl 4-(7-bromo-2,6-dichloro-8-fluoroquinazolin-4-yl)-3-methylpiperazine-1-carboxylate BrC1=C(C=C2C(=NC(=NC2=C1F)Cl)N1[C@H](CN(CC1)C(=O)OC(C)(C)C)C)Cl